2-(2-methyl-3-(4,4,5,5-tetramethyl-1,3,2-dioxaborolan-2-yl)phenylamino)ethanol CC1=C(C=CC=C1B1OC(C(O1)(C)C)(C)C)NCCO